C1(CC1)S(=O)(=O)NC=1SC(=C(N1)C(C(=O)NC1=CC=C(C=C1)C1=NC(=CN=C1)OCC)(C)C)OC 2-(2-(cyclopropanesulfonamido)-5-methoxythiazol-4-yl)-N-(4-(6-ethoxypyrazin-2-yl)phenyl)-2-methylpropanamide